C(C)OC(C(CC1=CC=CC=C1)C=1N(C2=CC=CC=C2C1CC=C)C)=O 2-(3-allyl-1-methyl-1H-indol-2-yl)-3-phenylpropionic acid ethyl ester